2,5-bis(butenyloxy)terephthalamide C(=CCC)OC1=C(C(=O)N)C=C(C(=C1)C(=O)N)OC=CCC